C(C)(=O)OC1OC(C(CC1OC(C)=O)OC(C)=O)C 2,3,5-tris(acetoxy)-6-methyl-oxacyclohexane